ClC1=CC=2N(C=C1NC1=NC=C3C(=N1)N(N=C3C)C3CCOCC3)N=CN2 N-[7-chloro-[1,2,4]triazolo[1,5-a]pyridin-6-yl]-3-methyl-1-(oxan-4-yl)pyrazolo[3,4-d]pyrimidin-6-amine